Cl.Cl.Cl.O1C(=NC2=C1C=CC=C2)C=2C=C(C(=CC2)C=CC2=CC=C(C=C2)C=2OC1=C(N2)C=CC=C1)CC(=O)O 4,4'-bis(benzoxazol-2-yl)stilbeneacetic acid Tris-HCl